C(CCC)[Sn](C1=C(N=NC(=C1)Cl)OC)(CCCC)CCCC 4-(tributylstannyl)-6-chloro-3-methoxypyridazine